5-amino-6-(2-chloro-5-fluorobenzoyl)-2-methyl-2H-indazole-7-carbonitrile NC1=CC2=CN(N=C2C(=C1C(C1=C(C=CC(=C1)F)Cl)=O)C#N)C